NC[C@@H](C)NC(C1=C(C=C(C=C1)NC=1C=2N(C=CN1)C(=CN2)C2=C(C(=C(C=C2)OCC#C)F)F)CC)=O N-[(1R)-2-amino-1-methyl-ethyl]-4-[[3-(2,3-difluoro-4-prop-2-ynoxy-phenyl)imidazo[1,2-a]pyrazin-8-yl]amino]-2-ethyl-benzamide